C1=CC=CC=2C3=CC=CC=C3N(C12)C1(CC=C(C=C1)C1=CC=CC=C1)N1C2=CC=CC=C2C=2C=CC=CC12 4,4-bis(9-carbazolyl)-biphenyl